S(=O)(=O)(ON1[C@@H]2CC[C@H](N(C1=O)C2)C(OCCN2CCN(CC2)C)=N)[O-].[Na+] Sodium (2S,5R)-2-(imino (2-(4-methylpiperazin-1-yl) ethoxy) methyl)-7-oxo-1,6-diazabicyclo[3.2.1]octan-6-yl sulfate